C1(=CC=CC=C1)NC(=O)N1CC2=C(NC=3C=CC(=CC23)C2=CC=C(C=C2)C)CC1 N-phenyl-8-(p-tolyl)-1,3,4,5-tetrahydro-2H-pyrido[4,3-b]indole-2-carboxamide